5-benzyl-2-(4-(6-(1-methyl-1H-pyrazol-4-yl)pyrazolo[1,5-a]pyridin-3-yl)piperazin-1-yl)oxazole C(C1=CC=CC=C1)C1=CN=C(O1)N1CCN(CC1)C=1C=NN2C1C=CC(=C2)C=2C=NN(C2)C